BrC1=C(N=C(S1)CCNC(=O)OC(C)(C)C)C(=O)OCC Ethyl 5-bromo-2-(2-{[(tert-butoxy) carbonyl] amino} ethyl)-1,3-thiazole-4-carboxylate